C(C)O[C@@H](C(=O)NC=1SC(=NN1)N[C@H]1CN(CC1)C=1N=NC=CN1)C1=CC=C(C=C1)F (2R)-2-ethoxy-2-(4-fluorophenyl)-N-(5-{[(3R)-1-(1,2,4-triazin-3-yl)-3-pyrrolidinyl]amino}-1,3,4-thiadiazol-2-yl)acetamide